2-chloro-N-((4-((9-(cyclopropylmethyl)-9H-purin-6-yl)oxy)phenyl)carbamothioyl)-4-fluorobenzamide ClC1=C(C(=O)NC(NC2=CC=C(C=C2)OC2=C3N=CN(C3=NC=N2)CC2CC2)=S)C=CC(=C1)F